OC1(C(N(C2=CC=CC=C12)CCC)=O)CC(=O)C1=CC=CC2=CC=CC=C12 3-hydroxy-3-(2-(naphthalen-1-yl)-2-oxoethyl)-1-propylindolin-2-one